6-(4-Hydroxyphenyl)-1-((1s,4s)-4-(methoxymethyl)cyclohexyl)-1H-imidazo[4,5-b]pyrazin OC1=CC=C(C=C1)C1=CN=C2C(=N1)N(C=N2)C2CCC(CC2)COC